N-(3-chloro-4-(oxazol-5-yl)phenyl)isochromane-3-carboxamide ClC=1C=C(C=CC1C1=CN=CO1)NC(=O)C1OCC2=CC=CC=C2C1